C[Si](O[Si](C)(OC)OC)(OC)OC 1,3-dimethyltetramethoxydisiloxane